FC1=CC=C(C=C1)C(C(=O)NC1=NC=CC(=C1)C1=C(C=2C(N(C=C(C2N1)CC(F)(F)F)C)=O)C1=CC=C(C=C1)F)C (-)-2-(4-fluorophenyl)-N-{4-[3-(4-fluorophenyl)-5-methyl-4-oxo-7-(2,2,2-trifluoroethyl)-4,5-dihydro-1H-pyrrolo[3,2-c]pyridin-2-yl]pyridin-2-yl}propanamide